2,2-dimethyl-6-bromohexanol CC(CO)(CCCCBr)C